OCCNC(C1=CC=C(C=C1)NC1=NC=C(C(=N1)NCC=1C(=NC=CC1)N(S(=O)(=O)C)C)C(F)(F)F)=O N-(2-hydroxyethyl)-4-({4-[({2-[methyl(methylsulfonyl)amino]pyridin-3-yl}methyl)amino]-5-(trifluoromethyl)pyrimidin-2-yl}amino)benzamide